(4S,7S)-15-heptyl-4-isobutyl-N7-methoxy-N7,N9-dimethyl-2,5-dioxo-1-oxa-3,6-diazacyclopentadec-11-ene-7,9-dicarboxamide C(CCCCCC)C1CCC=CCC(C[C@H](NC([C@@H](NC(O1)=O)CC(C)C)=O)C(=O)N(C)OC)C(=O)NC